C1(CC1)C1=NC=NC(=C1C=1N=CC2=C(N1)C=CN2)OCF 2-[4-cyclopropyl-6-(fluoromethoxy)pyrimidin-5-yl]-5H-pyrrolo[3,2-d]pyrimidine